rac-(15R)-5-(2,6-dichloropyrimidin-4-yl)-15-methyl-11-thia-6,14,17-triazatetracyclo[8.8.0.0^2,7.0^12,18]octadeca-1,3,5,7,9,12(18)-hexaen-13-one ClC1=NC(=CC(=N1)C=1C=CC2=C3C=4NC[C@H](NC(C4SC3=CC=C2N1)=O)C)Cl |r|